C1(CC1)NC(C1=NC(=C(C=C1)N1CCN(CC1)CC=1C=C2NC(C(=NC2=C(C1)F)CC)=O)C)=O N-cyclopropyl-5-(4-((2-ethyl-8-fluoro-3-oxo-3,4-dihydroquinoxalin-6-yl)methyl)piperazin-1-yl)-6-methylpicolinamide